CC1(OC2=CC(=C3C(=C2C2C1CCC(=C2)C)OC(OC3=O)(CC(C)=O)C3=CC=C(C(=O)[O-])C=C3)CCCCC)C 4-(8,8,11-trimethyl-4-oxo-2-(2-oxopropyl)-5-pentyl-8a,9,10,12a-tetrahydro-4H,8H-benzo[c][1,3]dioxino[4,5-f]chromen-2-yl)benzoate